(S)-1-(2-benzhydryl-2-methylhydrazineyl)-N-chloro-1-oxopropan-2-aminium C(C1=CC=CC=C1)(C1=CC=CC=C1)N(NC([C@H](C)[NH2+]Cl)=O)C